(E)-1-bromo-3,7,11,15-tetramethylhexadeca-2-ene BrC\C=C(\CCCC(CCCC(CCCC(C)C)C)C)/C